tert-butyl (1S*,5S*,6R*)-6-((tert-butoxycarbonyl)amino)-8-oxa-3-azabicyclo[3.2.1]octane-3-carboxylate C(C)(C)(C)OC(=O)N[C@H]1[C@@H]2CN(C[C@H](C1)O2)C(=O)OC(C)(C)C |o1:8,9,13|